OCCN1C(C(CC1)NC(=O)C1=C(OC2=C1C=C(C=C2)OCC2=C(N=CS2)C)C)=O N-(1-(2-hydroxyethyl)-2-oxopyrrolidin-3-yl)-2-methyl-5-((4-methylthiazol-5-yl)methoxy)benzofuran-3-carboxamide